C(C1=CC=CC=C1)NCC(C)N N-Benzyl-1,2-propanediamine